(2-methoxy-1-phenylethyl)malononitrile COCC(C1=CC=CC=C1)C(C#N)C#N